C(CC)N(C(OC1=C(C=C(C=C1OC)C=1NC(=C(N1)C=1SC=CC1)C1=CC=CC=C1)OC)=O)CCC 2,6-Dimethoxy-4-(5-phenyl-4-(thiophen-2-yl)-1H-imidazol-2-yl)phenyl dipropylcarbamate